NC1=NCN(C2=CC=C(C=C12)OC)C1=C2C=CN=C(C2=CC=C1C)NC1=C(C(=CC=C1)Cl)F 4-amino-N-(1-((3-chloro-2-fluorophenyl)amino)-6-methylisoquinolin-5-yl)-6-methoxyquinazoline